ClC=1C=CC=C2C=CC=C(C12)C1CC=2N=C(N=C(C2CO1)N1C[C@@H](N(CC1)C(=O)OC(C)(C)C)CC#N)N1CC(C1)N(CC)CC tert-butyl (2S)-4-(7-(8-chloronaphthalen-1-yl)-2-(3-(diethylamino)-azetidin-1-yl)-7,8-dihydro-5H-pyrano[4,3-d]pyrimidin-4-yl)-2-(cyanomethyl)piperazine-1-carboxylate